ClC1=NC=C(C(=N1)C1=CN(C2=CC=C(C=C12)F)C)C(F)(F)F 3-(2-chloro-5-(trifluoromethyl)pyrimidin-4-yl)-5-fluoro-1-methyl-1H-indole